3-(1-(3-(5-methyl-4-(propan-2-yl)-4H-1,2,4-triazol-3-yl)propyl)pyrrolidin-3-yl)-1H-indole CC=1N(C(=NN1)CCCN1CC(CC1)C1=CNC2=CC=CC=C12)C(C)C